C1C(CC2=CC=CC=C12)CC(C)(C)NC[C@H](COC=1C=C(C=C(C1F)F)CCC(=O)O)O 3-[3-[(2R)-3-[[1-(2,3-dihydro-1H-inden-2-yl)-2-methylpropan-2-yl]amino]-2-hydroxypropoxy]-4,5-difluorophenyl]propanoic acid